C1(CC1)NC1=NC(=NC=C1C(F)(F)F)NC=1C=C2C(=NC1)NC=C2 N4-cyclopropyl-N2-(1H-pyrrolo[2,3-b]pyridin-5-yl)-5-(trifluoromethyl)pyrimidine-2,4-diamine